C(#N)C=1C(=NC(=CC1C(F)(F)F)C)N1[C@@](CCC1)(C(=O)O)C (S)-1-(3-cyano-6-methyl-4-(trifluoromethyl)pyridin-2-yl)-2-methylpyrrolidine-2-carboxylic acid